trans-2,4-decadienol C(\C=C\C=CCCCCC)O